N-([1,1'-biphenyl]-4-yl)-9,9'-spirobi[fluorene]-4-amine C1(=CC=C(C=C1)NC1=CC=CC=2C3(C4=CC=CC=C4C12)C1=CC=CC=C1C=1C=CC=CC13)C1=CC=CC=C1